5,5-dimethyl-2-((4-(pyrrolidin-1-yl)butyl)thio)-1,4,5,6-tetrahydropyrimidine CC1(CN=C(NC1)SCCCCN1CCCC1)C